4-methoxybenzyl (S)-3-((tert-butyldimethylsilyl)oxy)-4,4,4-trifluorobutanoate [Si](C)(C)(C(C)(C)C)O[C@@H](CC(=O)OCC1=CC=C(C=C1)OC)C(F)(F)F